FC1(CNC2(C1O)CC(C(C2)F)F)F 3,3,7,8-tetrafluoro-1-azaspiro[4.4]nonane-4-ol